2-chloro-4-isopropoxypyrimidine ClC1=NC=CC(=N1)OC(C)C